C1(CC1)NC(C(C(C[C@H]1C(NCC1)=O)NC([C@H](CC(C)(C)C)NC(OC(C)C1=C(C=C(C=C1)Cl)F)=O)=O)=O)=O 1-(4-chloro-2-fluorophenyl)ethyl ((2S)-1-((4-(cyclopropylamino)-3,4-dioxo-1-((S)-2-oxopyrrolidin-3-yl)butan-2-yl)amino)-4,4-dimethyl-1-oxopentan-2-yl)carbamate